ClC=1C=CC(=C(C1)C=1N=CN(C(C1)=O)[C@H](C(=O)NC=1C=C2N=CC=NC2=CC1)CC)N1N=NC(=C1)Cl (S)-2-(4-(5-chloro-2-(4-chloro-1H-1,2,3-triazol-1-yl)phenyl)-6-oxopyrimidin-1(6H)-yl)-N-(6-quinoxalinyl)butanamide